bisphenol compound with phosgene C(=O)(Cl)Cl.C1(=CC=CC=C1)O.C1(=CC=CC=C1)O